(2-nitrophenyl)methyl-4-hydroxypiperidine [N+](=O)([O-])C1=C(C=CC=C1)CN1CCC(CC1)O